2-nitro-2'-methylbiphenyl [N+](=O)([O-])C1=C(C=CC=C1)C1=C(C=CC=C1)C